(Trans-3-fluoro-3-methylcyclobutyl)-1,2,4-oxadiazol-3-amine FC1(CC(C1)C1=NC(=NO1)N)C